tungsten-cobalt tungsten [W].[Co].[W]